NC1CCN(CC1)C1=C(N=NC2=CC=C(C=C12)C1=CC(=CC=2NC(NC21)=O)F)C2=CC(=CC(=C2)C)Cl 4-[4-(4-Aminopiperidin-1-yl)-3-(3-chloro-5-methylphenyl)cinnolin-6-yl]-6-fluoro-2,3-dihydro-1H-1,3-benzodiazol-2-one